3-((7-cyano-2,4-dioxo-3-phenethyl-3,4-dihydroquinazolin-1(2H)-yl)methyl)-N-hydroxybenzoamide C(#N)C1=CC=C2C(N(C(N(C2=C1)CC=1C=C(C(=O)NO)C=CC1)=O)CCC1=CC=CC=C1)=O